1-(2-Chloroethyl)cyclohexane-1,4-dicarboxylic acid dimethyl ester COC(=O)C1(CCC(CC1)C(=O)OC)CCCl